{2-[2-(difluoromethoxy)pyridin-4-yl]oxetan-2-yl}methyl 4-methylbenzenesulfonate CC1=CC=C(C=C1)S(=O)(=O)OCC1(OCC1)C1=CC(=NC=C1)OC(F)F